C(C)(C)(C)OC(=O)N1[C@H](C[C@H](C1)CC(=O)OCC)C(N(C)C)=O (2R,4S)-2-(dimethylcarbamoyl)-4-(2-ethoxy-2-oxoethyl)pyrrolidine-1-carboxylic acid tert-butyl ester